(5-((R)-1-(((S)-tert-butylsulfinyl)(ethyl)amino)ethyl)-2-methoxypyridin-3-yl)boronic acid C(C)(C)(C)[S@](=O)N([C@H](C)C=1C=C(C(=NC1)OC)B(O)O)CC